ClC1=C(C=CC=C1)[C@@H](C(=O)OC)N1CC2=C(CC1)SC(=C2)OC(C(=C)C2=CC=CC=C2)=O Methyl (S)-2-(2-chlorophenyl)-2-(2-(2-phenylacryloyloxy)-6,7-dihydro-thieno[3,2-c]pyridin-5(4H)-yl)-acetate